tert-butyl N-{2-[(1S)-7,8-dichloro-1-methyl-1H,3H,4H-pyrazino[1,2-b]indazol-2-yl]-2-oxoethyl}carbamate ClC1=C(C=CC2=C3N(N=C12)CCN([C@H]3C)C(CNC(OC(C)(C)C)=O)=O)Cl